FC(C=1N=C(NC(C1)=O)C=1C(=C(CNC(=O)[C@@H]2C[C@H](C2)OCC2=CC(=CC=C2)C(F)(F)F)C=CC1C(F)(F)F)F)F trans-N-{3-[4-(difluoromethyl)-6-oxo-1,6-dihydropyrimidin-2-yl]-2-fluoro-4-(trifluoromethyl)benzyl}-3-{[3-(trifluoromethyl)benzyl]oxy}cyclobutane-1-carboxamide